ClC=1C=C(OC2CN(C2)C2=CC=C(C=N2)C=2C=3N(C=C(C2)OCC(C)(C)O)N=CC3C#N)C=CC1 4-(6-(3-(3-chlorophenoxy)azetidin-1-yl)pyridin-3-yl)-6-(2-hydroxy-2-methylpropoxy)pyrazolo[1,5-a]pyridine-3-carbonitrile